7-(but-2-yn-1-yl)-3-methyl-1-[(4-methyl-quinazolin-2-yl)methyl]-3,7-dihydro-1H-purine-2,6-dione C(C#CC)N1C=NC=2N(C(N(C(C12)=O)CC1=NC2=CC=CC=C2C(=N1)C)=O)C